lithium 2,2-diphenylpropanedioate C1(=CC=CC=C1)C(C(=O)[O-])(C(=O)[O-])C1=CC=CC=C1.[Li+].[Li+]